C1(=CC=CC=C1)N(C1=CC=C(C2=CC=C(N(C3=CC=CC4=CC=CC=C34)C3=CC=CC=C3)C=C2)C=C1)C1=CC=CC2=CC=CC=C12 diphenyl-N,N'-bis(α-naphthyl)benzidine